tert-butyl (1R,5S)-3-(2,7-dichloro-8-fluoropyrido[4,3-d]pyrimidin-4-yl)-1-(methoxymethyl)-3,8-diazabicyclo[3.2.1]octane-8-carboxylate ClC=1N=C(C2=C(N1)C(=C(N=C2)Cl)F)N2C[C@]1(CC[C@@H](C2)N1C(=O)OC(C)(C)C)COC